C1(=CC=CC=C1)C(C(=O)N1C[C@H]2CC[C@@H](C1)N2C(CC(C)C2=CC=CC=C2)=O)C2=CC=CC=C2 (1R,2S,5S)-3-(2,2-diphenylacetyl)-8-(3-phenylbutyryl)-3,8-diazabicyclo[3.2.1]octane